tetradecyl-2-picoline ammonium bromide [Br-].[NH4+].C(CCCCCCCCCCCCC)C=1C(=NC=CC1)C